(S)-β-fluorenylmethoxycarbonyl-aminoisobutyric acid n-decyl ester C(CCCCCCCCC)OC([C@@](CC(=O)OCC1=CC=CC=2C3=CC=CC=C3CC12)(C)N)=O